C([C@@H]([C@@H]1C(=C(C(=O)O1)OP(=O)([O-])[O-])[O-])O)O.[Na+].[Na+].[Na+] Sodium Ascorbyl phosphate